[N+](=O)([O-])C=1C=NC=C(C1)B1OC(C(O1)(C)C)(C)C 3-nitro-5-(4,4,5,5-tetramethyl-1,3,2-dioxaborolan-2-yl)pyridine